N-((5-chloro-6-(((5-methylisoxazol-3-yl)methyl)amino)-1H-indol-2-yl)methyl)-1-methylcyclopropane-1-carboxamide ClC=1C=C2C=C(NC2=CC1NCC1=NOC(=C1)C)CNC(=O)C1(CC1)C